N-(2-fluorobenzyl)-2,4-dimethylaniline FC1=C(CNC2=C(C=C(C=C2)C)C)C=CC=C1